2-methyl-5-((4-phenethyl-4-(pyridin-2-yl)piperidin-1-yl)methyl)pyridine CC1=NC=C(C=C1)CN1CCC(CC1)(C1=NC=CC=C1)CCC1=CC=CC=C1